FC=1C(=C(C=C(C1)F)[C@@H]1C2=C(NC(=C1C(=O)OC)CF)COC2=O)[C@@H](C)F methyl (R)-4-(3,5-difluoro-2-((R)-1-fluoroethyl) phenyl)-2-(fluoromethyl)-5-oxo-1,4,5,7-tetrahydrofuro[3,4-b]pyridine-3-carboxylate